2-[2-[(3R)-1,1-dioxothiolan-3-yl]pyrazolo[3,4-b]pyrazin-6-yl]-3-methyl-5-(trifluoromethyl)phenol O=S1(C[C@@H](CC1)N1N=C2N=C(C=NC2=C1)C1=C(C=C(C=C1C)C(F)(F)F)O)=O